O1CCN(CC1)CCC1(NC=CC=C1)N 2-(morpholinoethyl)pyridin-2-amine